[Si](C)(C)(C(C)(C)C)O[C@@H]1CN(C[C@H](OCC1)C(N[C@@H](CC1=CC=C(C=C1)C=1C=CC2=C(N(C(O2)=O)C)C1)C#N)=O)C(=O)OC(C)(C)C |o1:8| tert-butyl (2S,6S*)-6-[(tert-butyldimethylsilyl)oxy]-2-{[(1S)-1-cyano-2-[4-(3-methyl-2-oxo-2,3-dihydro-1,3-benzoxazol-5-yl)phenyl]ethyl]carbamoyl}-1,4-oxazocane-4-carboxylate